CN1S(NC2=C1C=C(C=C2)C=2C=NC=CC2C)(=O)=O 1-methyl-6-(4-methylpyridin-3-yl)-1,3-dihydrobenzo[c][1,2,5]thiadiazole 2,2-dioxide